CC1=C(N=NC(=C1C)N1CC=2C=C(C=NC2CC1)C(F)(F)F)C(=O)NCC1=CN=CS1 4,5-dimethyl-N-(thiazol-5-ylmethyl)-6-(3-(trifluoromethyl)-7,8-dihydro-1,6-naphthyridin-6(5H)-yl)pyridazine-3-carboxamide